NC1=C(C=CC(=C1)F)NC(=O)CCCCCCCC(=O)NC1=CC=2CC\C(\C(C2C=C1)=O)=C/C1=CC(=CC(=C1)C(F)(F)F)C(F)(F)F (E)-N1-(2-amino-4-fluorophenyl)-N7-(6-(3,5-bis(trifluoromethyl)benzylidene)-5-oxo-5,6,7,8-tetrahydronaphthalen-2-yl)heptanedicarboxamide